tert-butyl ((6-chloro-3-(1H-imidazol-1-yl)pyridazin-4-yl)methyl)carbamate ClC1=CC(=C(N=N1)N1C=NC=C1)CNC(OC(C)(C)C)=O